C(C)(C)(C)OC(=O)N1CC(=CC1)C1=CC(=CC=C1)B1OC(C(O1)(C)C)(C)C 3-[3-(4,4,5,5-tetramethyl-1,3,2-dioxaborolan-2-yl)phenyl]-2,5-dihydro-1H-pyrrole-1-carboxylic acid tert-butyl ester